C1(CCC1)C1=CNC=2N=CC=3C=CC(=CC3C21)C=2C=C(C=NC2)N2C[C@H](CC2)O (S)-1-(5-(1-cyclobutyl-3H-pyrrolo[2,3-c]isoquinolin-8-yl)pyridin-3-yl)pyrrolidin-3-ol